2-[4-[(5-cyclopropyl-1H-pyrazol-3-yl)amino]pyrimidin-2-yl]-2-azabicyclo[2.1.1]hexane-4-carboxamide C1(CC1)C1=CC(=NN1)NC1=NC(=NC=C1)N1C2CC(C1)(C2)C(=O)N